distearoyl-glutamic acid C(CCCCCCCCCCCCCCCCC)(=O)N([C@@H](CCC(=O)O)C(=O)O)C(CCCCCCCCCCCCCCCCC)=O